ClC1=NC=C(C(=O)NOCC)C(=C1)NC1=C(C=C(C=C1)OC)N(S(=O)(=O)C1CC1)C 6-Chloro-N-ethoxy-4-((4-methoxy-2-(N-methylcyclopropanesulfonamido)phenyl)amino)nicotinamide